2-((3-(5-isopropoxy(trifluoromethyl)pyridin-2-yl)-1,2,4-thiadiazol-5-yl)amino)-N,N-dimethylnicotinamide C(C)(C)OC=1C=C(C(=NC1)C1=NSC(=N1)NC1=C(C(=O)N(C)C)C=CC=N1)C(F)(F)F